N-((1s,3s)-3-(6-((3-(3-(4-(2-((2-(2,6-dioxopiperidin-3-yl)-1,3-Dioxoisoindolin-4-yl)oxy)acetyl)piperazin-1-yl)propoxy)benzyl)amino)-9H-purin-9-yl)cyclobutyl)-6-methylpicolinamide O=C1NC(CC[C@@H]1N1C(C2=CC=CC(=C2C1=O)OCC(=O)N1CCN(CC1)CCCOC=1C=C(CNC2=C3N=CN(C3=NC=N2)C2CC(C2)NC(C2=NC(=CC=C2)C)=O)C=CC1)=O)=O